2-fluoro-N-(1-(2-hydroxyethyl-2,2-d2)-6-oxo-3-(2-(trifluoromethyl)phenyl)-1,6-dihydropyridazin-4-yl)-5-(trifluoromethyl)benzamide FC1=C(C(=O)NC=2C(=NN(C(C2)=O)CC([2H])([2H])O)C2=C(C=CC=C2)C(F)(F)F)C=C(C=C1)C(F)(F)F